1,3-Di-Boc-2-(trifluoromethylsulfonyl)-guanidine C(=O)(OC(C)(C)C)NC(=NS(=O)(=O)C(F)(F)F)NC(=O)OC(C)(C)C